5-[4-(3,3-difluoro-4-hydroxy-pyrrolidin-1-yl)-7-fluoro-pyrazolo[4,3-c]pyridin-2-yl]-1H-pyrimidine-2,4-dione FC1(CN(CC1O)C1=NC=C(C=2C1=CN(N2)C=2C(NC(NC2)=O)=O)F)F